(R)-6-(2,2-difluoro-7-((5-methoxy-7-methyl-1H-indol-4-yl)methyl)-7-azaspiro[3.5]nonan-6-yl)isoquinolin-1(2H)-one FC1(CC2(C1)C[C@@H](N(CC2)CC2=C1C=CNC1=C(C=C2OC)C)C=2C=C1C=CNC(C1=CC2)=O)F